C(C=C)(=O)OCCCOC1=CC=C(C(=O)OC2=C(C=C(C=C2)OC(C2=CC=C(C=C2)OCCCOC(C=C)=O)=O)C)C=C1 2-Methylbenzene-1,4-diyl bis{4-[3-(acryloyloxy) propoxy] benzoate}